C(C)[C@@H]1N(CCOC1)C1=CC(=NC(=N1)C1=CC=C2C(=N1)C=C(N2)CNC)CS(=O)(=O)N(C)C 1-{6-[(3S)-3-ethylmorpholin-4-yl]-2-{2-[(methylamino)methyl]-1H-pyrrolo[3,2-b]pyridin-5-yl}pyrimidin-4-yl}-N,N-dimethylmethanesulfonamide